(1s,4s)-N-((1-benzylpyrrolidin-3-yl)methyl)-4-(3-(4-methoxyphenyl)-1,2,4-oxadiazol-5-yl)cyclohexane-1-carboxamide C(C1=CC=CC=C1)N1CC(CC1)CNC(=O)C1CCC(CC1)C1=NC(=NO1)C1=CC=C(C=C1)OC